COC(CC=1C=NC=C(C1)Br)=O 2-(5-bromopyridin-3-yl)acetic acid methyl ester